IC1=CC=C(C=C1)C=1OC2=CC=CC=3C2=C(C1)C=CC3 2-(4-iodophenyl)benzo[de]chromene